C1(CC1)C(C)N1C(C=2C(=NC(=CC2C1)C1=C(N=C(S1)NC(C)=O)C)NCCN(C)C)=O N-(5-(2-(1-cyclopropylethyl)-4-((2-(dimethylamino)ethyl)amino)-3-oxo-2,3-dihydro-1H-pyrrolo[3,4-c]pyridin-6-yl)-4-methylthiazol-2-yl)acetamide